FC1=C(C=O)C=CC(=C1)C=1SC(=CC1)C(F)(F)F 2-fluoro-4-[5-(trifluoromethyl)thiophen-2-yl]benzaldehyde